(1-methyl-1H-imidazol-2-yl)(4-(5-phenyl-4,5-dihydro-1H-pyrazole-1-carbonyl)piperidin-1-yl)methanone CN1C(=NC=C1)C(=O)N1CCC(CC1)C(=O)N1N=CCC1C1=CC=CC=C1